C(C)S(=O)(=O)NC=1C=C(C=CC1)NC(=O)C=1SC=C(C1)C1=CC=CC=C1 N-(3-ethanesulfonamidophenyl)-4-phenyl-thiophene-2-carboxamide